N-(5-(4-(4-chloro-5-fluoro-2-(2-hydroxypropan-2-yl)phenylamino)-1,3,5-triazin-2-ylamino)-4-methoxy-2-((3aR,6aR)-5-methylhexahydropyrrolo[3,4-b]pyrrol-1(2H)-yl)phenyl)acrylamide ClC1=CC(=C(C=C1F)NC1=NC(=NC=N1)NC=1C(=CC(=C(C1)NC(C=C)=O)N1[C@@H]2[C@H](CC1)CN(C2)C)OC)C(C)(C)O